2-(((2-cyclopropylethyl)amino)methyl)-6-(3-((1r,3r)-3-methoxy-1-(4-methyl-4H-1,2,4-triazol-3-yl)cyclobutyl)phenyl)-4-(trifluoromethyl)-1,6-dihydro-7H-pyrrolo[2,3-c]pyridin-7-one C1(CC1)CCNCC1=CC2=C(C(N(C=C2C(F)(F)F)C2=CC(=CC=C2)C2(CC(C2)OC)C2=NN=CN2C)=O)N1